acrylic acid diethyl-sulfate C(C)OS(=O)(=O)OCC.C(C=C)(=O)O